4-Bromobutylamin BrCCCCN